N1N=C(C=C1)C(N)=S 1H-pyrazole-3-carbothioamide